FC(C(=O)O)(F)F.NC1=C(C=C(C=N1)CNC(=O)[C@@H]1CCC=2N1C(C(=NC2)NCC2=CC(=CC(=C2)C)F)=O)C (S)-N-((6-amino-5-methylpyridin-3-yl)methyl)-3-((3-fluoro-5-methylbenzyl)amino)-4-oxo-4,6,7,8-tetrahydropyrrolo[1,2-a]pyrazine-6-carboxamide trifluoroacetate